5-(7,7-difluoro-2-((2S,3R)-3-hydroxy-2-methylazetidin-1-yl)-6,7-dihydro-5H-cyclopenta[d]pyrimidin-4-yl)-2,3-dihydrospiro[indene-1,4'-oxazolidin]-2'-one FC1(CCC2=C1N=C(N=C2C=2C=C1CCC3(NC(OC3)=O)C1=CC2)N2[C@H]([C@@H](C2)O)C)F